[N+](=[N-])=C1C(C=C(C2=CC(=CC=C12)S(=O)(=O)[O-])S(=O)(=O)[O-])O 4-diazo-3-hydroxy-1,7-naphthalenedisulfonate